C(C)(C)(C)N(C(O)=O)CC1=CC2=C(C(NCC2)=O)S1.ClC1=CC(=NC(=N1)N1C=NC=C1)C(=O)NC1CCC(CC1)OC 6-chloro-2-(1H-imidazol-1-yl)-N-((1r,4r)-4-methoxycyclohexyl)pyrimidine-4-carboxamide tert-butyl-((7-oxo-4,5,6,7-tetrahydrothieno[2,3-c]pyridin-2-yl)methyl)carbamate